N4-methyl-N2-(1-methyl-7-(tetrahydro-2H-pyran-4-yl)-1H-indazol-4-yl)-5-(trifluoromethyl)pyrimidine-2,4-diamine CNC1=NC(=NC=C1C(F)(F)F)NC1=C2C=NN(C2=C(C=C1)C1CCOCC1)C